2-cyclopropyl-4-(3,4-dimethoxyphenyl)-7-methoxy-2H-indazole C1(CC1)N1N=C2C(=CC=C(C2=C1)C1=CC(=C(C=C1)OC)OC)OC